C(C)(C)[Si](OC1=CC=C(C(=O)OC2=CC(=C(C=C2)OC(\C=C\C2=CC3=CC=C(C=C3C=C2)OCCC(CO[Si](C)(C)C(C)(C)C)CO[Si](C)(C)C(C)(C)C)=O)C)C=C1)(C(C)C)C(C)C [4-[(E)-3-[6-[4-[tert-butyl(dimethyl)silyl]oxy-3-[[tert-butyl(dimethyl)silyl]oxymethyl]butoxy]-2-naphthyl]prop-2-enoyl]oxy-3-methyl-phenyl] 4-triisopropylsilyloxybenzoate